C(C)(C)(C)OC(=O)N1C(CNCC1)(C)C.C(CCCCCCCCCCCCCCC)N(O)CCCCCCCCCCCCCCCCCC N-hexadecyl-N-stearyl-hydroxylamine tert-butyl-2,2-dimethylpiperazine-1-carboxylate